CC=1C=C(OCCNC(C(=O)NC2=CNC=3C2=NC=CC3)=O)C=CC1C N1-(2-(3,4-dimethylphenoxy)ethyl)-N2-(1H-pyrrolo[3,2-b]pyridin-3-yl)oxalamide